C(C(C)C)C=1C(=NC=CN1)OC ISOBUTYLMETHOXYPYRAZIN